5-chlorobenzene-1,3-diol ClC=1C=C(C=C(C1)O)O